CC1=CNC2=NC=C(C=C21)C=2C=C1CCN(CC1=C(C2)[C@H]2N(CCC2)C(=O)OC(C)(C)C)C(C(C(F)(F)F)(C(F)(F)F)O)=O tert-butyl (S)-2-(6-(3-methyl-1H-pyrrolo[2,3-b]pyridin-5-yl)-2-(3,3,3-trifluoro-2-hydroxy-2-(trifluoromethyl)propanoyl)-1,2,3,4-tetrahydroisoquinolin-8-yl)pyrrolidine-1-carboxylate